oxo-6'-phenyl-1',4'-dihydro-2'H-spiro[pyrrolidine-3,3'-quinoline]-1-carbonitrile O=C1NC2=CC=C(C=C2CC12CN(CC2)C#N)C2=CC=CC=C2